2-[(carboxymethyl)(methyl)amino]acetic acid C(=O)(O)CN(CC(=O)O)C